NC1=CC=CC(=N1)S(=O)(=O)NC(=O)C=1C(=NC(=CC1)C1=CC(=CC(=C1)OCC(C)C)F)OC1C2CCC(C1)C2 N-[(6-Amino-2-pyridyl)sulfonyl]-6-(3-fluoro-5-isobutoxyphenyl)-2-norbornan-2-yloxypyridin-3-carboxamid